C(C)C1=CC=2CC3=CC=CC=C3C(C2C=C1)=O 2-ethyl-10-anthrone